pyridinyl-(imidazole) N1=C(C=CC=C1)C=1NC=CN1